(S)-8-(4-tert-butyl-1-p-tolyl-4,5-dihydro-1H-imidazol-2-yl)-3-(pyridin-2-yl)quinoline C(C)(C)(C)[C@@H]1N=C(N(C1)C1=CC=C(C=C1)C)C=1C=CC=C2C=C(C=NC12)C1=NC=CC=C1